(2-{4,4-Dimethyl-9-oxo-1,10-diazatricyclo[6.4.0.02,6]dodeca-2(6),7-dien-10-yl}-4-{1-methyl-6-oxo-5-[(pyrazin-2-yl)amino]-1,6-dihydropyridin-3-yl}pyridin-3-yl)methyl Acetate C(C)(=O)OCC=1C(=NC=CC1C1=CN(C(C(=C1)NC1=NC=CN=C1)=O)C)N1C(C2=CC=3CC(CC3N2CC1)(C)C)=O